(R)-2-(3-(5-(trifluoromethyl)pyridin-2-yloxy)pyrrolidin-1-yl)benzamide FC(C=1C=CC(=NC1)O[C@H]1CN(CC1)C1=C(C(=O)N)C=CC=C1)(F)F